(6-((2-chloro-5-iodopyrimidin-4-yl)amino)pyridin-2-yl)propan-2-ol ClC1=NC=C(C(=N1)NC1=CC=CC(=N1)CC(C)O)I